tert-butyl (2R,6S)-4-(6-aminopyridin-3-yl)-2,6-dimethylpiperazine-1-carboxylate NC1=CC=C(C=N1)N1C[C@H](N([C@H](C1)C)C(=O)OC(C)(C)C)C